CN1C(C(=CC2=C1N=CN=C2N[C@H](C#C)C2=C(C(=CC=C2)C(F)(F)F)C)C2(CCOCC2)NC(C)=O)=O (R)-N-(4-(8-methyl-4-((1-(2-methyl-3-(trifluoromethyl)phenyl)prop-2-yn-1-yl)amino)-7-oxo-7,8-dihydropyrido[2,3-d]pyrimidin-6-yl)tetrahydro-2H-pyran-4-yl)acetamide